FC(C=1C2=C(C(=NC1)C(=O)OC)N=CN2)(F)F methyl 7-(trifluoromethyl)-1H-imidazo[4,5-c]pyridine-4-carboxylate